[4-(1,4-Dioxane-2-ylmethyl)phenyl]Methanol O1C(COCC1)CC1=CC=C(C=C1)CO